Tert-butyl 4-[(3S)-3-(3,5-difluorophenyl)isoxazolidine-2-carbonyl]piperidine-1-carboxylate FC=1C=C(C=C(C1)F)[C@H]1N(OCC1)C(=O)C1CCN(CC1)C(=O)OC(C)(C)C